5-hydroxy-2,3-dihydro-1H-pyrido[2,1-f][1,2,4]triazine-4,6-dione OC=1C(C=CN2NCNC(C21)=O)=O